3-(1,3-dithiolane-2-yl)-10-ethyl-10H-phenoxazine S1C(SCC1)C=1C=CC=2N(C3=CC=CC=C3OC2C1)CC